[3-(2-{5-[(3R,5R)-3-amino-5-fluoropiperidine-1-carbonyl]-7-methoxy-1-methyl-1H-1,3-benzodiazol-2-yl}-1-(cyclopropylmethyl)-1H-pyrrolo[2,3-b]pyridin-6-yl)-2-methylphenyl]urea N[C@H]1CN(C[C@@H](C1)F)C(=O)C1=CC2=C(N(C(=N2)C2=CC=3C(=NC(=CC3)C=3C(=C(C=CC3)NC(=O)N)C)N2CC2CC2)C)C(=C1)OC